N-(3-chloro-4-fluoro-phenyl)-7-methoxy-6-(3-morpholine-4-ylpropoxy)quinazoline-4-amine ClC=1C=C(C=CC1F)NC1=NC=NC2=CC(=C(C=C12)OCCCN1CCOCC1)OC